C(N)(OC1[C@@H](N(CCC1)C=1C=CC=2N(N1)C(=CN2)C#CC2=C(C(=CC(=C2)N)C(NC2=CC(=CC(=C2)C(F)(F)F)Cl)=O)C)C(C)(C)C)=O tert-butyl-(S)-(1-(3-((5-amino-3-((3-chloro-5-(trifluoromethyl) phenyl) carbamoyl)-2-methylphenyl) ethynyl) imidazo[1,2-b]pyridazin-6-yl) piperidin-3-yl) carbamate